ONC(=S)OCC hydroxyl-thiourethane